7-((2S,5R)-4-(1-(6-cyclopropylpyridin-3-yl)ethyl)-2,5-diethylpiperazin-1-yl)-4-methyl-2,4-dihydro-5H-pyrazolo[4,3-b]pyridin-5-one C1(CC1)C1=CC=C(C=N1)C(C)N1C[C@@H](N(C[C@H]1CC)C=1C=2C(N(C(C1)=O)C)=CNN2)CC